COCCOCCOC1=CC=C(C=C1)N1CCNCC1 1-(4-(2-(2-methoxyethoxy)ethoxy)phenyl)piperazine